1-(3-(4-chloro-3,5-dimethylphenoxy)propyl)-4-((3-chloro-4-ethynylbenzyl)(m-tolyl)amino)-3,5-dimethyl-1H-pyrrole-2-carboxylic acid ClC1=C(C=C(OCCCN2C(=C(C(=C2C)N(C=2C=C(C=CC2)C)CC2=CC(=C(C=C2)C#C)Cl)C)C(=O)O)C=C1C)C